C(C=O)(=O)[O-].[Ca+2].C(C=O)(=O)[O-] Calcium glyoxylat